5-(2,2'-dichloro-3'-(5-formyl-6-methoxypyridin-2-yl)-[1,1'-biphenyl]-3-yl)-3-methoxypyrazine-2-carbaldehyde ClC1=C(C=CC=C1C=1N=C(C(=NC1)C=O)OC)C1=C(C(=CC=C1)C1=NC(=C(C=C1)C=O)OC)Cl